CC12CCC=C(CCC(=CCCC2O1)C)C 1,5,8-trimethyl-13-oxabicyclo[10.1.0]tridec-4,8-diene